The molecule is a 4-hydroxy steroid that consists of 17beta-estradiol having an additional hydroxy group at position 4. It has a role as a metabolite. It derives from a 17beta-estradiol. C[C@]12CC[C@H]3[C@H]([C@@H]1CC[C@@H]2O)CCC4=C3C=CC(=C4O)O